FC1=C(C(=CC=C1)C)N1C(N(C2=NC=NC=C2C1)C1CCN(CC1)C(=O)OC(C)(C)C)=O tert-butyl 4-[3-(2-fluoro-6-methyl-phenyl)-2-oxo-4H-pyrimido[4,5-d]pyrimidin-1-yl]piperidine-1-carboxylate